fluoronitrogen F[N]